CS(=O)(=O)OCCCN1C(OC(C1)C1=CC(=CC(=C1)F)Br)=O 3-[5-(3-bromo-5-fluorophenyl)-2-oxo-1,3-oxazolidin-3-yl]propyl methanesulfonate